N-(5-(2-Hydroxy-4-(trifluoromethyl)phenoxy)-2-methoxyphenyl)-1-methyl-5-oxopyrrolidine-2-carboxamide OC1=C(OC=2C=CC(=C(C2)NC(=O)C2N(C(CC2)=O)C)OC)C=CC(=C1)C(F)(F)F